CC=1C=C(C=C2C=NNC12)C[C@@H](C(=O)N1CCN(CC1)C1CCN(CC1)C)NC(=O)N1CCC(CC1)C1=CC2=C(NC1=O)SCCC2 (S)-N-(3-(7-methyl-1H-indazol-5-yl)-1-(4-(1-methylpiperidin-4-yl)piperazin-1-yl)-1-oxopropan-2-yl)-4-(7-oxo-3,4,7,8-tetrahydro-2H-thiopyrano[2,3-b]pyridin-6-yl)piperidine-1-carboxamide